BrCCCCOC(C(F)(F)F)(C(F)(F)F)C(F)(F)F 1-bromo-4-((1,1,1,3,3,3-hexafluoro-2-(trifluoromethyl)propan-2-yl)oxy)butane